C1(CC1)COC=1C(=CC2=CN(N=C2C1)C1CCN(CC1)CC(=O)N1CC2=CC=C(C=C2CC1)C1C(NC(CC1)=O)=O)NC(=O)C=1C=NN2C1N=CC=C2 N-[6-(cyclopropylmethoxy)-2-[1-[2-[6-(2,6-dioxo-3-piperidyl)-3,4-dihydro-1H-isoquinolin-2-yl]-2-oxo-ethyl]-4-piperidyl]indazol-5-yl]pyrazolo[1,5-a]pyrimidine-3-carboxamide